1-((S)-2-amino-3,3-dimethylbutanoyl)-N-((S)-1-(5-(2,6-difluorophenyl)pyridin-2-yl)ethyl)-4-hydroxypyrrolidine-2-carboxamide N[C@H](C(=O)N1C(CC(C1)O)C(=O)N[C@@H](C)C1=NC=C(C=C1)C1=C(C=CC=C1F)F)C(C)(C)C